C(CCS)S 1,3-Propandithiol